The molecule is the malate salt of almotriptan. It has a role as a vasoconstrictor agent, a serotonergic agonist and a non-steroidal anti-inflammatory drug. It contains an almotriptan. CN(C)CCC1=CNC2=C1C=C(C=C2)CS(=O)(=O)N3CCCC3.C(C(C(=O)O)O)C(=O)O